C1(=CC=CC=C1)C=1C(=C(C2=CC3=CC=CC=C3C=C2C1)C#C)C1=CC=CC=C1 diphenyl-ethynyl-anthracene